O[C@@]1(C(N(CC1)C)=O)C1=CC(=NO1)C=1C=C(C=CC1)C=1SC(=C(N1)C(=O)OCC)NC=1C(=NC=CC1)OC (R)-ethyl 2-(3-(5-(3-hydroxy-1-methyl-2-oxopyrrolidin-3-yl)isoxazol-3-yl)phenyl)-5-((2-methoxypyridin-3-yl)amino)thiazole-4-carboxylate